N1[C@@H](CCC1=O)C(=O)O.C(C)(C)NS(=O)(=O)C1=CC=C(C=C1)C1=CC=C(C=C1)OCC#C N-isopropyl-4'-propargyloxy-4-biphenyl-sulfonamide pyroglutamate